N-(1'-(2-(3-cyanoazetidin-1-yl)-6-methylpyrimidin-4-yl)-1',2'-dihydrospiro[cyclopropane-1,3'-pyrrolo[3,2-c]pyridin]-6'-yl)acetamide C(#N)C1CN(C1)C1=NC(=CC(=N1)N1CC2(C=3C=NC(=CC31)NC(C)=O)CC2)C